FC1=C(C(=CC(=C1)C1=CC(=CC=C1)C1=CC=CC=C1)O)N1CC(NS1(=O)=O)=O 5-[2-fluoro-6-hydroxy-4-(3-phenylphenyl)phenyl]-1,1-dioxo-1,2,5-thiadiazolidin-3-one